NC(CCC1=CC=CC=C1)C1OC1 (1'-amino-3-phenyl-propyl)oxirane